N-[[6-[(4-Fluorophenyl)methoxy]-2-pyridyl]sulfonyl]-2-(2,2,4-trimethylpyrrolidin-1-yl)pyridin-3-carboxamid FC1=CC=C(C=C1)COC1=CC=CC(=N1)S(=O)(=O)NC(=O)C=1C(=NC=CC1)N1C(CC(C1)C)(C)C